6-chloro-2-methyl-8-(methyl-d3)imidazo[1,2-b]pyridazine ClC=1C=C(C=2N(N1)C=C(N2)C)C([2H])([2H])[2H]